(hex-3-en-1-yloxy)dimethylphenylsilane (2R,3S,4R,5R)-5-(3,5-dioxo-6-phenyl-4,5-dihydro-1,2,4-triazin-2(3H)-yl)tetrahydrofuran-2,3,4-triyl-triacetate O=C1N(N=C(C(N1)=O)C1=CC=CC=C1)[C@H]1[C@@H]([C@@H]([C@H](O1)CC(=O)O)CC(=O)O)CC(=O)O.C(CC=CCC)O[Si](C1=CC=CC=C1)(C)C